COC1=NC=C(C(=C1)/C=C/C(=O)OCC)B1OC(C(O1)(C)C)(C)C (E)-ethyl 3-(2-methoxy-5-(4,4,5,5-tetramethyl-1,3,2-dioxaborolan-2-yl)pyridin-4-yl)acrylate